(R)-1-(3-(Cyclopropylmethyl)-4-(3-(2,4-difluoro-3-hydroxy-5-(trifluoromethyl)phenyl)-1-methyl-1H-pyrazolo[3,4-d]pyrimidin-6-yl)piperazin-1-yl)-2,2,2-trifluoroethan-1-one C1(CC1)C[C@@H]1CN(CCN1C1=NC=C2C(=N1)N(N=C2C2=C(C(=C(C(=C2)C(F)(F)F)F)O)F)C)C(C(F)(F)F)=O